3-(4-chlorophenyl)-N',3-dihydroxycyclobutanecarboxamidine ClC1=CC=C(C=C1)C1(CC(C1)C(=NO)N)O